1-[6-(aminomethyl)-5-chloropyridin-3-yl]Azetidine-3-carbonitrile NCC1=C(C=C(C=N1)N1CC(C1)C#N)Cl